methyl 5-bromo-3-((2,2-dimethyltetrahydro-2H-pyran-4-yl) (ethyl) amino)-2-methylbenzoate BrC=1C=C(C(=C(C(=O)OC)C1)C)N(CC)C1CC(OCC1)(C)C